3-(ethoxymethoxy)-4-(4-(((cis)-3-hydroxy-3-methylcyclobutyl)amino)-5,6,7,8-tetrahydrophthalazin-1-yl)benzonitrile C(C)OCOC=1C=C(C#N)C=CC1C1=NN=C(C=2CCCCC12)NC1CC(C1)(C)O